NCCC(C[Si](OCC)(OCC)OCC)CN 2-(aminoethyl)-3-aminopropyltriethoxysilane